ClC=C(CCl)Cl 1,2,3-trichloropropene